D-glucopyranose tetrasodium salt [Na].[Na].[Na].[Na].OC1[C@H](O)[C@@H](O)[C@H](O)[C@H](O1)CO